C1(=CC=CC=C1)S(=O)(=O)C1=CC=C(N=N1)NC1C[C@@H]2[C@@H](CN(C2)CC2=NC=CC=C2)C1 (3aR,5s,6aS)-N-(6-(phenylsulfonyl)pyridazin-3-yl)-2-(pyridin-2-ylmethyl)octahydrocyclopenta[c]pyrrol-5-amine